CN(C)CC(=O)N1CCC(CC1)C=1N=CC2=C(N1)C(=C(N2)C=2C=C(C(N(C2)C)=O)C)C(C)C 5-(2-(1-(dimethylaminoacetyl)piperidin-4-yl)-7-isopropyl-5H-pyrrolo[3,2-d]pyrimidin-6-yl)-1,3-dimethylpyridin-2(1H)-one